C1(=CC=CC=C1)N(C=1C=C(C(=CC1)C1=CC=C(N(C2=CC=C(C=C2)N(C2=CC=CC=C2)C2=CC=CC=C2)C2=CC=CC=C2)C=C1)CCCCCCCCCCCCO)C1=CC=C(C=C1)N(C1=CC=CC=C1)C1=CC=CC=C1 N,N'-diphenyl-N,N'-bis[4-(N,N-diphenyl-amino)phenyl]benzidinedodecanol